tert-butyl N-(2-chloroethyl)-N-[2-(1,3-dioxoisoindolin-2-yl)ethyl]carbamate ClCCN(C(OC(C)(C)C)=O)CCN1C(C2=CC=CC=C2C1=O)=O